BrC=1C(=C2C(=NC1)N=C(N2)C2=C(N(C(=C2)C)C=2C=C(C(=O)NCCN(CC)CC)C=CC2)C)N[C@@H]2CN(CC2)S(=O)(=O)CC (S)-3-(3-(6-Bromo-7-((1-(ethylsulfonyl)pyrrolidin-3-yl)amino)-1H-imidazo[4,5-b]pyridin-2-yl)-2,5-dimethyl-1H-pyrrol-1-yl)-N-(2-(di-ethylamino)ethyl)benzamid